FC1=C(C=CC=C1)S(=O)(=O)F 2-Fluorobenzenesulfonyl Fluoride